NCC(C1=CC=CC=C1)N1N=C(C(=C1)C1=C(C(=NC=N1)N)C1=CC=C(C=C1)Cl)C 6-[1-(2-Amino-1-phenylethyl)-3-methyl-1H-pyrazol-4-yl]-5-(p-chlorophenyl)-4-pyrimidinamine